3-[2-[(3,3-dimethyl-1H-isobenzofuran-5-yl)oxy]pyrimidin-5-yl]-5,5-dimethyl-imidazolidine-2,4-dione CC1(OCC2=CC=C(C=C12)OC1=NC=C(C=N1)N1C(NC(C1=O)(C)C)=O)C